methyl (E)-5-(((tert-butoxycarbonyl)amino)methyl)-N-cyanothiophene-3-carbimidate C(C)(C)(C)OC(=O)NCC1=CC(=CS1)\C(\OC)=N/C#N